Methyl 2-chloro-5-(3-(2,2,2-trifluoroacetoxy)propyl)thiazole-4-carboxylate ClC=1SC(=C(N1)C(=O)OC)CCCOC(C(F)(F)F)=O